(R)-6-(4-Fluorophenyl)-8-(1-methyl-1,2,3,6-tetrahydropyridin-4-yl)-N-(1-(2-(trifluoromethyl)pyrimidin-5-yl)ethyl)quinazolin-4-amine FC1=CC=C(C=C1)C=1C=C2C(=NC=NC2=C(C1)C=1CCN(CC1)C)N[C@H](C)C=1C=NC(=NC1)C(F)(F)F